COCOC1=C(C=CC(=C1)C(F)(F)F)N1NC=C(C2=C1C=CN=C2)O 1-[2-(methoxymethoxy)-4-(trifluoromethyl)phenyl]pyrido[3,4]pyridazin-4-ol